C(C)(C)(C)C1=NC=CC(=C1)C1=CC(=C2C=CN=CC2=C1)C1=C(C=C(C=C1)C(=O)N1CCC(CC1)O)Cl (4-(7-(2-(tert-butyl)pyridin-4-yl)isoquinolin-5-yl)-3-chlorophenyl)(4-hydroxypiperidin-1-yl)methanone